FC(C1=CC=CC(=N1)NC(=O)C=1C(=CC=2N(C1)C=C(N2)C2CCN(CC2)CC(=C2CCNCC2)F)OC(C)C)F N-[6-(difluoromethyl)-2-pyridyl]-2-[1-[2-fluoro-2-(4-piperidylidene)ethyl]-4-piperidyl]-7-isopropoxy-imidazo[1,2-a]pyridine-6-carboxamide